CS(=O)(=O)C=1N=CC(=NC1)OCC1CN(CC1C)CCC=1C=C(C#N)C=CC1 3-{2-[3-{[(5-methanesulfonylpyrazin-2-yl)oxy]methyl}-4-methylpyrrolidin-1-yl]ethyl}benzonitrile